B(OC1=CC(=CC(=C1)F)F)([O-])[O-] (3,5-difluorophenyl) borate